4-bromo-3-[(tert-butoxycarbonyl)amino]thiophene BrC=1C(=CSC1)NC(=O)OC(C)(C)C